O1-tert-butyl O2-methyl (2S,3R)-3-hydroxypyrrolidine-1,2-dicarboxylate O[C@H]1[C@H](N(CC1)C(=O)OC(C)(C)C)C(=O)OC